4,6-dimethyloctadecyl butyloxymethyl ether C(CCC)OCOCCCC(CC(CCCCCCCCCCCC)C)C